C(CCCCCCCCCC=C)CC(=O)OCC1NC(CC2(C1)OCCC1=C2SC(=C1)Cl)C (2-chloro-6'-methyl-spiro[4,5-dihydrothieno[2,3-c]pyran-7,4'-piperidin]-2'-yl)methanol 11-dodecenyl-acetate